FC(C=1C=C(C[Se]C2=CC=CC=C2)C=CC1)(F)F (3-trifluoromethylbenzyl)(phenyl)selenium